O[C@H]1CC[C@@H](OC1)C=O ((2R,5S)-5-hydroxytetrahydro-2H-pyran-2-yl)methanone